4-ethynyl-2-methyl-3,5,6-trifluorobenzyl (1R)-trans-3-(2-methyl-1-propenyl)-2,2-dimethylcyclopropanecarboxylate CC(=C[C@H]1C([C@@H]1C(=O)OCC1=C(C(=C(C(=C1F)F)C#C)F)C)(C)C)C